FC1=CC=C(C=C2CC3=CC=C(C=C3C2)F)C=C1 2-(4-fluorobenzylidene)-5-fluoro-2,3-dihydro-1H-indene